5-(((2',4'-dimethyl-[1,1'-biphenyl]-4-yl)methyl)thio)-1H-1,2,3-triazole-4-carboxylic acid CC1=C(C=CC(=C1)C)C1=CC=C(C=C1)CSC1=C(N=NN1)C(=O)O